N-(3-carbamoylphenyl)-2-[[6-(cyclobutoxy)-2-methyl-3-pyridyl]oxy]-5-(trifluoromethyl)pyridine-3-carboxamide C(N)(=O)C=1C=C(C=CC1)NC(=O)C=1C(=NC=C(C1)C(F)(F)F)OC=1C(=NC(=CC1)OC1CCC1)C